N[C@@H]1C[C@H](CC1)NC1=CC=C(C=N1)N1C(C=CC2=CC=CC=C12)=O (6-(((1S,3S)-3-aminocyclopentyl)amino)pyridin-3-yl)quinolin-2(1H)-one